(3AS,4S,6R,6aR)-6-azido-2,2-dimethyltetrahydrofurano[3,4-d][1,3]dioxole-4-carboxylic acid N(=[N+]=[N-])[C@@H]1O[C@@H]([C@@H]2[C@H]1OC(O2)(C)C)C(=O)O